COC([C@@H](NP(=S)(C1=CC=CC=C1)OC1=CC=CC=C1)CC1=CC=CC=C1)=O (phenoxy(phenyl)thiophosphoryl)-L-phenylalanine methyl ester